5-(6-(tert-butoxycarbonyl)-3,6-diazabicyclo[3.1.1]heptane-3-yl)-2-methylbenzoic acid C(C)(C)(C)OC(=O)N1C2CN(CC1C2)C=2C=CC(=C(C(=O)O)C2)C